[N+](=O)([O-])C1(C(C=O)C=C(C=C1)[N+](=O)[O-])O 2,5-Dinitrosalicylaldehyd